N-((5-fluoro-1-(1-(cis-4-isopropylcyclohexyl)piperidin-4-yl)-3-(pyrrolidin-1-ylmethyl)-1H-indol-2-yl)methyl)methanesulfonamide FC=1C=C2C(=C(N(C2=CC1)C1CCN(CC1)[C@@H]1CC[C@@H](CC1)C(C)C)CNS(=O)(=O)C)CN1CCCC1